1-[2-chloro-3-(cyclopropyloxy)phenyl]-4-formyl-2,5-dimethyl-pyrrole-3-carboxylic acid ethyl ester C(C)OC(=O)C1=C(N(C(=C1C=O)C)C1=C(C(=CC=C1)OC1CC1)Cl)C